3-(2,4-dioxotetrahydropyrimidin-1(2H)-yl)-2-methylquinoline-7-carbonitrile O=C1N(CCC(N1)=O)C=1C(=NC2=CC(=CC=C2C1)C#N)C